[Si](C)(C)(C(C)(C)C)OC1=CC(=C(C=C1)NC(COC1=C(C=CC=C1)Cl)=O)N1CCOCC1 N-(4-((tert-butyldimethylsilyl)oxy)-2-morpholinophenyl)-2-(2-Chlorophenoxy)acetamide